N-[[(3S)-3-Amino-1-piperidyl]sulfonyl]-6-(3-fluoro-5-isobutoxyphenyl)-2-[(4S)-2,2,4-trimethylpyrrolidin-1-yl]pyridin-3-carboxamid N[C@@H]1CN(CCC1)S(=O)(=O)NC(=O)C=1C(=NC(=CC1)C1=CC(=CC(=C1)OCC(C)C)F)N1C(C[C@@H](C1)C)(C)C